7-bromo-N-(2,4-dimethoxybenzyl)thieno[3,2-d]pyrimidin-4-amine BrC1=CSC2=C1N=CN=C2NCC2=C(C=C(C=C2)OC)OC